C(C)(C)(C)N1N=C(C(=C1C)O)C1=C(C=CC=C1)SC 1-(tert-Butyl)-3-(2-(methylthio)phenyl)-5-methyl-pyrazol-4-ol